C(C)(=O)OC[C@H]1[C@H]([C@H]([C@H](C(O1)CC(=O)O)NC(CC1CC1)=O)CC(=O)O)CC(=O)O.CC1CCCCCCCCCCCCCC1 3-methyl-cyclopentadecan (3R,4R,5S,6R)-6-(acetoxymethyl)-3-(2-cyclopropylacetamido)tetrahydro-2H-pyran-2,4,5-triyl-triacetate